2-(p-dimethylaminophenyl)-2-(p-methoxyphenyl)ethenyl-4,5,6,7-tetrachlorophthalide CN(C1=CC=C(C=C1)C(=CC1OC(=O)C2=C(C(=C(C(=C12)Cl)Cl)Cl)Cl)C1=CC=C(C=C1)OC)C